4-(tert-butyl)naphthalen-1-ol C(C)(C)(C)C1=CC=C(C2=CC=CC=C12)O